ClC=1C(N(N=CC1NC[C@@H]1COCCC1)[C@H]1CC(N(CC1)C1=C(C=CC=C1)F)=O)=O 4-chloro-2-((R)-1-(2-fluorophenyl)-2-oxopiperidin-4-yl)-5-((((R)-tetrahydro-2H-pyran-3-yl)methyl)amino)pyridazin-3(2H)-one